Cl.CNC1CC2CCC(C1)N2 N-methyl-8-azabicyclo[3.2.1]Octane-3-amine hydrochloride